selenium-nickel [Ni].[Se]